NC1=C(SC=2N=C(N=C(C21)C)C)C(=O)NC2CC=1C=CC(=NC1CC2)N2CC(C(C2)COC)N 5-amino-N-{2-[3-amino-4-(methoxymethyl)pyrrolidin-1-yl]-5,6,7,8-tetrahydroquinolin-6-yl}-2,4-dimethylthieno[2,3-d]pyrimidine-6-carboxamide